4-(6-(([1,1'-biphenyl]-4-ylmethyl)amino)-9-isopropyl-9H-purin-2-yl)piperazine C1(=CC=C(C=C1)CNC1=C2N=CN(C2=NC(=N1)N1CCNCC1)C(C)C)C1=CC=CC=C1